8-(benzyloxy)-7-bromoquinoxaline-2(1H)-on C(C1=CC=CC=C1)OC=1C(=CC=C2N=CC(NC12)=O)Br